(2R)-1-iodo-2-(2-iodoethoxy)propaneN IC=C(C)OCCI